6-methoxy-3,3-dimethyl-2-pyridylisoindol-1-one COC=1C=CC(C(N1)C1=NC(C2=CC=CC=C12)=O)(C)C